FC=1C(=NC(=CC1)F)NC1=NC=CC=C1C1=NC(=CC(=N1)C(=O)OC)C1=C2C=NN(C2=CC=C1C)C1OCCCC1 methyl 2-[2-[(3,6-difluoro-2-pyridyl)amino]-3-pyridyl]-6-(5-methyl-1-tetrahydropyran-2-yl-indazol-4-yl)pyrimidine-4-carboxylate